N-[2-(3-cyanophenyl)-1-[6-(2-methoxyethoxy)-1,3-benzothiazol-2-yl]ethyl]benzenesulfonamide C(#N)C=1C=C(C=CC1)CC(C=1SC2=C(N1)C=CC(=C2)OCCOC)NS(=O)(=O)C2=CC=CC=C2